N-(4-ethynylbenzo[d]thiazol-2-yl)-2,6-difluoro-4-(piperazin-1-yl)benzamide C(#C)C1=CC=CC2=C1N=C(S2)NC(C2=C(C=C(C=C2F)N2CCNCC2)F)=O